5-((1-(tert-butyl)-3-(3-hydroxycyclopentyl)-1H-pyrazol-5-yl)amino)-1,3-dihydrobenzo[c]isothiazole 2,2-dioxide C(C)(C)(C)N1N=C(C=C1NC1=CC2=C(NS(C2)(=O)=O)C=C1)C1CC(CC1)O